5-(imidazo[1,2-a]pyridin-7-yl)-6-methyl-2,3-dihydro-1H-inden-4-amine N=1C=CN2C1C=C(C=C2)C2=C(C=1CCCC1C=C2C)N